(R)-N-(5-((4-(3-(3,5-difluorophenyl)isoxazolidin-2-yl)pyridin-2-yl)amino)-2-((2-(dimethylamino)ethyl)(methyl)amino)-4-methoxyphenyl)acrylamide FC=1C=C(C=C(C1)F)[C@@H]1N(OCC1)C1=CC(=NC=C1)NC=1C(=CC(=C(C1)NC(C=C)=O)N(C)CCN(C)C)OC